2-(((2-aminoethyl)amino)methyl)-4-nonylphenol NCCNCC1=C(C=CC(=C1)CCCCCCCCC)O